methyl 2-((1-(4,7-dimethyl-5-oxo-2-propyl-4,5-dihydro-2H-pyrazolo[3,4-c]isoquinolin-9-yl)ethyl)amino)benzoate CN1C(C=2C=C(C=C(C2C=2C1=NN(C2)CCC)C(C)NC2=C(C(=O)OC)C=CC=C2)C)=O